C(C)(=O)OCCCCN1C(=NC(=C1)[N+](=O)[O-])C(=O)OCC ethyl 1-[4-(acetyloxy)butyl]-4-nitroimidazole-2-carboxylate